CC1OB(OC1C)C=1C=NN(C1)C 4-(4,5-dimethyl-1,3,2-dioxaborolan-2-yl)-1-methyl-1H-pyrazole